FC1=C(C=C(C(=C1)[N+](=O)[O-])C)C 1-fluoro-2,4-dimethyl-5-nitro-benzene